C(C)[C@H]1OC2=C(CN(C1)CC=1C=C(C=CC1C)[C@H](C(C(=O)OC)(C)C)OCC=1N=NN(C1)C)N=CC=C2 methyl (R)-3-(3-(((R)-2-ethyl-2,3-dihydropyrido[2,3-f][1,4]oxazepin-4(5H)-yl)methyl)-4-methylphenyl)-2,2-dimethyl-3-((1-methyl-1H-1,2,3-triazol-4-yl)methoxy)propanoate